CNC1C=2C(=CC(NC2CCC1)=O)C(F)(F)F 5-(methylamino)-4-(trifluoromethyl)-5,6,7,8-tetrahydro-1H-quinolin-2-one